C(CCCCCCCCC)(=O)OC(CSC1CCCCC1)CCCCC1(OCC(O1)CCOS(=O)(=O)C1=CC=C(C)C=C1)CCCCC(CSC1CCCCC1)OC(CCCCCCCCC)=O (4-(2-(tosyloxy)ethyl)-1,3-dioxolane-2,2-diyl)bis(1-(cyclohexylthio)hexane-6,2-diyl) bis-(decanoate)